1-(1-(2-chloro-5-((1-methylcyclopropyl)ethynyl)pyridin-4-yl)-4-methylpiperidin-4-yl)-N,N-dimethylamine ClC1=NC=C(C(=C1)N1CCC(CC1)(C)CNC)C#CC1(CC1)C